(((((1R,2S,5R)-2-carbamoyl-7-oxo-1,6-diazabicyclo[3.2.1]oct-6-yl) oxy) sulfonyl) oxy)-2,2,4,4-tetramethylpentyl 2,6-dimethylbenzoate CC1=C(C(=O)OC(C(CC(C)(C)C)(C)C)OS(=O)(=O)ON2[C@@H]3CC[C@H](N(C2=O)C3)C(N)=O)C(=CC=C1)C